2-Bromo-5-(methoxymethyl)thiazole BrC=1SC(=CN1)COC